tert-butyl-D-alaninate hydrochloride Cl.C(C)(C)(C)N[C@H](C)C(=O)O